C(C)(C)C1=C(O[Mo]=NC2=CC=CC=C2)C(=CC=C1)C(C)C (2,6-diisopropylphenoxy)(phenylimino)molybdenum